3-methylpent-4-en-1,3-diol CC(CCO)(C=C)O